O5-(2-hexyldecyl) O1-[2-[1-(2-sulfanylethyl)-4-piperidinyl] ethyl] glutarate C(CCCC(=O)OCC(CCCCCCCC)CCCCCC)(=O)OCCC1CCN(CC1)CCS